CCCCCCCC/C=C\\C/C=C\\CCCCC(=O)OC[C@H](COP(=O)(O)OCCN)OC(=O)CCCC/C=C\\C/C=C\\CCCCCCCC The molecule is a 1,2-diacyl-sn-glycero-3-phosphoethanolamine in which the acyl substituent both at positions 1 and 2 is specified as (6Z,9Z)-octadecadienoyl respectively. It has a role as a mouse metabolite. It derives from a (6Z,9Z)-octadecadienoic acid.